CC1=NOC(=C1C1=CC=C(N)C=C1)C 4-(3,5-dimethyl-isoxazol-4-yl)aniline